FC(N1N=C(C=C1)C1=C(C=NC(=C1)C1=CC(=CC=C1)F)CNC(C=C)=O)F N-((4-(1-(difluoromethyl)-1H-pyrazol-3-yl)-6-(3-fluorophenyl)pyridin-3-yl)methyl)acrylamide